2,5-dimercaptothiadiazole zinc salt [Zn].SN1SC(=CN1)S